((3-carbamoyl-6-(2,6-difluorophenyl)pyridazin-4-yl)amino)benzoic acid tert-butyl ester C(C)(C)(C)OC(C1=C(C=CC=C1)NC1=C(N=NC(=C1)C1=C(C=CC=C1F)F)C(N)=O)=O